6-((1S,4S)-2,5-diazabicyclo[2.2.1]heptan-2-yl)-N-(3-chloro-4-(difluoromethoxy)-2-fluorophenyl)-7-fluoroquinazolin-4-amine [C@@H]12N(C[C@@H](NC1)C2)C=2C=C1C(=NC=NC1=CC2F)NC2=C(C(=C(C=C2)OC(F)F)Cl)F